5-((1-(cyclopropanecarbonyl)-4-hydroxypiperidin-4-yl)methyl)-1-(4-(6-(3-(methylamino)pyrrolidin-1-yl)pyridin-3-yl)phenyl)-1H-pyrazolo[3,4-d]pyrimidin-4(5H)-one C1(CC1)C(=O)N1CCC(CC1)(O)CN1C=NC2=C(C1=O)C=NN2C2=CC=C(C=C2)C=2C=NC(=CC2)N2CC(CC2)NC